5,7-dibromo-2-fluoro-4(1H)-quinolinone BrC1=C2C(C=C(NC2=CC(=C1)Br)F)=O